C1CCC(CC1)N=C=N p-cyclohexyl-carbodiimide